FC1=C(CN2C3=C(C=C(C2=O)C(=O)O)C(=NN3C)C(F)(F)F)C=CC=C1 7-(2-fluorobenzyl)-1-methyl-6-oxo-3-(trifluoromethyl)-6,7-dihydro-1H-pyrazolo[3,4-b]pyridine-5-carboxylic acid